(S)-N-(5-((5-chloro-4-(7-fluoro-1H-indol-3-yl)pyrimidin-2-yl)amino)-2-(3-(dimethylamino)pyrrolidin-1-yl)phenyl)acetamide ClC=1C(=NC(=NC1)NC=1C=CC(=C(C1)NC(C)=O)N1C[C@H](CC1)N(C)C)C1=CNC2=C(C=CC=C12)F